FC=1C=C(C=CC1)C1=CC(=NO1)C(=O)C1=CC=CC=C1 (5-(3-fluorophenyl)isoxazol-3-yl)(phenyl)methanone